1-AMINO-1H-IMIDAZOLE-5-CARBOXAMIDE NN1C=NC=C1C(=O)N